methyl (S)-4-(5-amino-3-oxo-4-((((phenyl-d5)methyl-d2)sulfonyl)oxy)-2,3-dihydrofuran-2-yl-2-d)-2-fluorobenzoate NC1=C(C([C@](O1)([2H])C1=CC(=C(C(=O)OC)C=C1)F)=O)OS(=O)(=O)C([2H])([2H])C1=C(C(=C(C(=C1[2H])[2H])[2H])[2H])[2H]